FC=1C=C2C(N(C(NC2=CC1)=O)O)=O 6-fluoro-3-hydroxyquinazoline-2,4(1H,3H)-dione